C12=CC=C(CC1)C2.[Rh] rhodium (norbornadiene)